δ,δ,2,4,5-pentafluoro-benzenepentanoic acid FC(CCCC(=O)O)(C1=C(C=C(C(=C1)F)F)F)F